tert-butyl-isopropyl monocarbonate C(OC(C)(C)C(C)(C)C)([O-])=O